6-chloro-3-((1-(2-((3S,4R)-3,4-difluoropyrrolidin-1-yl)-3,6-dimethyl-4-oxo-3,4-dihydro-quinazolin-8-yl)ethyl)amino)picolinic acid ClC1=CC=C(C(=N1)C(=O)O)NC(C)C=1C=C(C=C2C(N(C(=NC12)N1C[C@@H]([C@@H](C1)F)F)C)=O)C